N-(9,9-dimethyl-9H-fluoren-4-yl)dibenzofuran-4-amine CC1(C2=CC=CC=C2C=2C(=CC=CC12)NC1=CC=CC2=C1OC1=C2C=CC=C1)C